[Si].[Ge].C(C)OC(CCCC(CCCC)C)=O.CC(C(=O)O)=CCC\C(=C\CC=1OC=CC1C)\C (6E)-2,6-dimethyl-8-(3-methyl-2-furyl)-2,6-octadienoic acid ethyl-5-methylnonanoate Germanium-Silicon